OCCCN1C2=C(NC(CC1=O)=O)C=CC=C2 1-(3-hydroxypropyl)-1H-benzo[b][1,4]diazepine-2,4(3H,5H)-dione